4-(5-{2',7-dimethyl-1H,2'H-[3,4'-biindazol]-1-yl}pyridin-2-yl)-1,4-di-azepane-1-carbaldehyde CN1N=C2C=CC=C(C2=C1)C1=NN(C2=C(C=CC=C12)C)C=1C=CC(=NC1)N1CCN(CCC1)C=O